5'-O-[(4-Cyanophenyl)methyl]-8-[[(3,4-dichlorophenyl)methyl]amino]-adenosine C(#N)C1=CC=C(C=C1)COC[C@@H]1[C@H]([C@H]([C@@H](O1)N1C(=NC=2C(N)=NC=NC12)NCC1=CC(=C(C=C1)Cl)Cl)O)O